7-{4-[(4-fluoro-2,6-dimethylphenyl)sulfamoyl]phenyl}heptanoic acid FC1=CC(=C(C(=C1)C)NS(=O)(=O)C1=CC=C(C=C1)CCCCCCC(=O)O)C